1-[1-(quinoxalin-6-yl)-1H-1,2,4-triazol-5-yl]methanamine hydrochloride Cl.N1=CC=NC2=CC(=CC=C12)N1N=CN=C1CN